ClC=1C=C(C=CC1Cl)C1OC(=C(C1=O)OS(=O)(=O)C1=CC=CC=C1)N 2-(3,4-dichlorophenyl)-4-[[phenylsulfonyl]oxy]-5-amino-3(2H)-furanone